FC(CN1N=C(C(=C1)CC1CC2(CNC2)C1)C(F)(F)F)(F)F 6-[[1-(2,2,2-trifluoroethyl)-3-(trifluoromethyl)pyrazol-4-yl]methyl]-2-azaspiro[3.3]heptane